oxycodone-HCl Cl.C1=CC(OC)=C2C=3[C@@]45[C@@H](O2)C(=O)CC[C@@]4(O)[C@@H](CC13)N(C)CC5